(1S,3S,5S)-N-[(4-carbamimidoylthiophen-2-yl)methyl]-N,5-dimethyl-2-{2-[(4-phenoxyphenyl)formamido]acetyl}-2-azabicyclo[3.1.0]hexane-3-carboxamide C(N)(=N)C=1C=C(SC1)CN(C(=O)[C@H]1N([C@H]2C[C@]2(C1)C)C(CNC(=O)C1=CC=C(C=C1)OC1=CC=CC=C1)=O)C